C(C)(C)(C)OC(=O)N1C[C@H](CC=C1C=1C=CC2=C(CCO2)C1)C.O1CCC2=C1C=CC(=C2)C=2CC[C@@H](CN2)C |r| rac-(3S)-6-(2,3-Dihydrobenzofuran-5-yl)-3-methyl-2,3,4,5-tetrahydropyridine tert-butyl-rac-(3S)-6-(2,3-dihydrobenzofuran-5-yl)-3-methyl-3,4-dihydro-2H-pyridine-1-carboxylate